Europium anti-phosphate P(=O)([O-])([O-])[O-].[Eu+3]